C(C)(C)(C)OC(=O)N1C(C2=C(C(C1)C)NC(=C2NC2=CC=CC=C2)C2=NC=CC=C2)=O 7-methyl-4-oxo-3-(phenylamino)-2-(pyridin-2-yl)-1,4,6,7-tetrahydro-5H-pyrrolo[3,2-c]pyridine-5-carboxylic acid tert-butyl ester